7'-bromospiro[azetidine-3,2'-chroman] BrC1=CC=C2CCC3(OC2=C1)CNC3